COC(NC1=C(C=C(C=C1)OC(F)(F)F)F)=O methyl(2-fluoro-4-(trifluoromethoxy)phenyl)carbamate